(3S)-1-(5-bromo-6-fluoropyridin-2-yl)piperidin-3-ol BrC=1C=CC(=NC1F)N1C[C@H](CCC1)O